disodium hydrogenphosphate-acetic acid C(C)(=O)O.P(=O)(O)([O-])[O-].[Na+].[Na+]